CC1=C(C(=O)C2=C(C=CC=C2)P(C2=CC=CC=C2)(C2=CC=CC=C2)=O)C(=CC(=C1)C)C 2,4,6-trimethylbenzoylPhenyl-diphenyl-phosphine oxide